CC1([C@@H](N[C@H](S1)[C@@H](C(=O)NCC2=CC=CC=C2)NC(=O)[C@@H](C3=CC=C(C=C3)O)N)C(=O)O)C The molecule is amide formed between amoxicillin and benzylamine. It is a monocarboxylic acid amide and a thiazolidinemonocarboxylic acid. It contains an amoxicilloyl group.